ClC1=C2C(=CC(=NC2=CC=C1C)N)B1OC(C(O1)(C)C)(C)C 5-chloro-6-methyl-4-(4,4,5,5-tetramethyl-1,3,2-dioxaborolan-2-yl)quinolin-2-amine